2-tert.Butyl-1,4-Di-chlorobenzol C(C)(C)(C)C1=C(C=CC(=C1)Cl)Cl